N-(4-(2-hydroxy-4-(trifluoromethyl)phenyl)-5,6,7,8-tetrahydrophthalazin-1-yl)-2-(methylamino)acetamide OC1=C(C=CC(=C1)C(F)(F)F)C1=NN=C(C=2CCCCC12)NC(CNC)=O